ClC1=C(C(=O)O)C(=CC(=C1)C1=NC=NC(=C1)NCCN1C(=CC2=C(C=C(C(=C12)F)F)OC)C)OCC(F)(F)F 2-Chloro-4-{6-[2-(6,7-difluoro-4-methoxy-2-methyl-indol-1-yl)-ethylamino]-pyrimidin-4-yl}-6-(2,2,2-trifluoro-ethoxy)-benzoic acid